tert-butyl 4-[2-[2-cyclopropyl-2-[4-ethylsulfonyl-2-[6-methyl-7-oxo-1-(p-tolylsulfonyl) pyrrolo[2,3-c]pyridine-4-yl]phenoxy]ethoxy]ethoxy]piperidine-1-carboxylate C1(CC1)C(COCCOC1CCN(CC1)C(=O)OC(C)(C)C)OC1=C(C=C(C=C1)S(=O)(=O)CC)C=1C2=C(C(N(C1)C)=O)N(C=C2)S(=O)(=O)C2=CC=C(C=C2)C